hexamethylenebis(4-aminobenzoate) NC1=CC(=C(C(=O)[O-])C=C1)CCCCCCC1=C(C(=O)[O-])C=CC(=C1)N